N-hydroxy-1,2,3,4,6,11-hexahydropyridazino[1,2-b]phthalazine-8-carboxamide ONC(=O)C=1C=C2CN3N(CC2=CC1)CCCC3